C(CCC)N(C(=O)NC1=CC=C(C=C1)OCCCCCN1N=NC(=C1)CNC=1C=C2C(N(C(C2=CC1)=O)C1C(NC(CC1)=O)=O)=O)CC1=CC=C(C(=O)NO)C=C1 4-((1-butyl-3-(4-((5-(4-(((2-(2,6-dioxopiperidin-3-yl)-1,3-dioxoisoindolin-5-yl)amino)methyl)-1H-1,2,3-triazol-1-yl)pentyl)oxy)phenyl)ureido)methyl)-N-hydroxybenzamide